OC(C)(C)C=1C=C2CN(CC2=CC1)C=1N=C(C2=C(N1)CC[S@]2=O)NC2CCOCC2 |r| (R/S)-2-(5-(2-hydroxy-prop-2-yl)isoindolin-2-yl)-4-((tetrahydro-2H-pyran-4-yl)amino)-6,7-dihydrothieno[3,2-d]pyrimidine 5-oxide